5-(4-fluorobenzyl)-2,5,8-triaza-dispiro[3.1.36.24]undecane-1,7-dione FC1=CC=C(CN2C3(CNC3=O)CCC23C(NC3)=O)C=C1